FC1=C(C=CC(=C1)F)CC1CC2(CN(C2)C(=O)OC[C@@H]2NC(OC2)=O)C1 [(4R)-2-Oxooxazolidin-4-yl]methyl 6-[(2,4-difluorophenyl) methyl]-2-azaspiro[3.3]heptane-2-carboxylate